2-methylpropan-2-yl {[(3R)-1-[5-amino-2-(propan-2-yl) indazol-4-yl]-3-methyltetrahydro-1H-pyrrol-3-yl] amino}carboxylate NC1=C(C2=CN(N=C2C=C1)C(C)C)N1C[C@](CC1)(C)NC(=O)OC(C)(C)C